C1(CC1)N1C(NC=2C(C1=O)=C(N(C(C2C)=O)C)NC2=C(C=C(C=C2)I)F)=O 3-cyclopropyl-5-(2-fluoro-4-iodo-anilino)-6,8-dimethyl-pyrido[4,3-d]Pyrimidine-2,4,7-trione